3-triethoxysilylpropylsulfide C(C)O[Si](CCCSCCC[Si](OCC)(OCC)OCC)(OCC)OCC